2-Amino-1-(2-amino-5-chloro-4-fluorophenyl)propan-1-one NC(C(=O)C1=C(C=C(C(=C1)Cl)F)N)C